BrC=1C=C(C(=C(OCC2(CCCCC2)NC(OC(C)(C)C)=O)C1)C#N)SC tert-butyl (1-((5-bromo-2-cyano-3-(methylthio)phenoxy)methyl)cyclohexyl)carbamate